tert-butyl ((7-(1-hydroxyethyl)-1-methyl-4-(4-(trifluoromethoxy)phenyl)-1H-benzo[d]imidazol-6-yl)methyl)carbamate OC(C)C1=C(C=C(C2=C1N(C=N2)C)C2=CC=C(C=C2)OC(F)(F)F)CNC(OC(C)(C)C)=O